4-[(2-bromo-4-pyridyl)-(2,2-difluoroethyl)amino]-5,6-difluoro-1-(trideuteriomethyl)quinazolin-2-one BrC1=NC=CC(=C1)N(C1=NC(N(C2=CC=C(C(=C12)F)F)C([2H])([2H])[2H])=O)CC(F)F